FC(C=1C=NC=2CCN(CC2C1)C=1C(=C(C=2N(N1)C=NN2)C)C)F 3-(difluoromethyl)-6-(7,8-dimethyl-[1,2,4]triazolo[4,3-b]pyridazin-6-yl)-5,6,7,8-tetrahydro-1,6-naphthyridine